FC1=CC(=CC(=C1)I)F 1,3-difluoro-5-iodo-benzene